(2S)-2-[2-[3-chloro-4-(2,2-dimethylpyrrolidine-1-carbonyl)phenyl]-4-fluoro-phenoxy]propionic acid ClC=1C=C(C=CC1C(=O)N1C(CCC1)(C)C)C1=C(O[C@H](C(=O)O)C)C=CC(=C1)F